F[P-](F)(F)(F)(F)F.CN1C=[N+](C=C1)CC=C 1-methyl-3-(2-propen-1-yl)-1H-imidazolium hexafluorophosphate